3-((2-chloro-4,6-dimethylpyridin-3-yl)methyl)-5-fluoro-6-(trifluoromethyl)pyrimidin-4(3H)-one ClC1=NC(=CC(=C1CN1C=NC(=C(C1=O)F)C(F)(F)F)C)C